2-(2-((1H-imidazol-4-yl)methoxy)phenyl)-6-methoxypyrazine N1C=NC(=C1)COC1=C(C=CC=C1)C1=NC(=CN=C1)OC